2,3,4-trimethyl-3-pentyl acrylate C(C=C)(=O)OC(C(C)C)(C(C)C)C